COOCC.[Cu] Copper methylethyl peroxide